OC[C@@]1(N2[C@@H](C[C@H](C1=O)CC2)C)COC([2H])([2H])[2H] (1S,2R,4R,6R)-2-(hydroxymethyl)-2-((methoxy-d3)methyl)-6-methylquinuclidin-3-one